NCC=1C=CC(=NC1)C1=C(C=C(C#N)C=C1)C(=O)C=1SC(=NN1)N1CCOCC1 4-[5-(aminomethyl)pyridin-2-yl]-3-(5-morpholin-4-yl-1,3,4-thiadiazole-2-carbonyl)benzonitrile